(2-(2-(aminomethyl)-7-(trifluoromethyl)benzofuran-5-yl)-5-fluoropyridin-4-yl)(morpholino)methanone NCC=1OC2=C(C1)C=C(C=C2C(F)(F)F)C2=NC=C(C(=C2)C(=O)N2CCOCC2)F